C(C1=CC=CC=C1)(=O)C(C#N)=COCC 2-Benzoyl-3-ethoxyacrylonitril